N-[(4-chlorophenyl)methyl]({4-[2-(1-hydroxy-3-azabicyclo[3.1.0]hex-3-yl)-2-oxoethyl]phenyl}amino)carboxamide ClC1=CC=C(C=C1)CNC(=O)NC1=CC=C(C=C1)CC(=O)N1CC2(CC2C1)O